6-bromoquinoline-2,4-dicarboxylate BrC=1C=C2C(=CC(=NC2=CC1)C(=O)[O-])C(=O)[O-]